(R)-N-((1R,2R)-1-(3-chloro-4-(oxetan-3-yloxy)phenyl)-1-hydroxy-3-(pyrrolidin-1-yl)propan-2-yl)-1-(6-fluoronaphthalen-2-yl)pyrrolidine-3-carboxamide ClC=1C=C(C=CC1OC1COC1)[C@H]([C@@H](CN1CCCC1)NC(=O)[C@H]1CN(CC1)C1=CC2=CC=C(C=C2C=C1)F)O